(1R,3S,5R)-2-(2-(3-acetyl-5-(2-methylpyrimidin-5-yl)-1H-indazol-1-yl)acetyl)-5-methyl-N-((R)-1-(trifluoromethoxy)propan-2-yl)-2-azabicyclo[3.1.0]hexane-3-carboxamide C(C)(=O)C1=NN(C2=CC=C(C=C12)C=1C=NC(=NC1)C)CC(=O)N1[C@@H]2C[C@@]2(C[C@H]1C(=O)N[C@@H](COC(F)(F)F)C)C